FC1=C(C2=C(NCCO2)C=C1)C=1CCN(CC1)C(=O)OC(C)(C)C tert-butyl 4-(7-fluoro-3,4-dihydro-2H-1,4-benzoxazin-8-yl)-3,6-dihydro-2H-pyridine-1-carboxylate